P(=O)(OC1=CC=CC=C1)(N)N phenyl diamidophosphate